C(C1=CC=CC=C1)N1CCC2(CC1)NCCC1=CC=CC=C12 1'-benzyl-3,4-dihydro-2H-spiro[isoquinoline-1,4'-piperidine]